phenethyl (3R,6S)-6-(4-hydroxybenzyl)-8-((S)-3-(4-hydroxyphenyl)-1-oxo-1-(phenethylamino)propan-2-yl)-3-isobutyl-4,7-dioxohexahydropyrazino[2,1-c][1,2,4]oxadiazine-1(6H)-carboxylate OC1=CC=C(C[C@H]2C(N(CC3N(O[C@@H](C(N32)=O)CC(C)C)C(=O)OCCC3=CC=CC=C3)[C@H](C(NCCC3=CC=CC=C3)=O)CC3=CC=C(C=C3)O)=O)C=C1